[1-methyl-2-(2-thienyl) propyl] (2S)-2-[(3-hydroxy-4-methoxy-pyridine-2-carbonyl) amino]propanoate OC=1C(=NC=CC1OC)C(=O)N[C@H](C(=O)OC(C(C)C=1SC=CC1)C)C